C(#C)[C@]1([C@H](C[C@@H](O1)N1C=C(C2=C1N=CN=C2N)F)O)CO 7-(2-deoxy-4-ethynyl-β-D-erythro-pentofuranosyl)-5-fluoro-7H-pyrrolo[2,3-d]pyrimidin-4-amine